CO[C@@H]1C[C@@H](N(C1)C(=O)OCC1=CC=CC=C1)C(N(C1=CC=C(C=C1)S(F)(F)(F)(F)F)C(C(=O)NCC1(COC1)C)C=1C=NC=CC1)=O benzyl (2R,4R)-4-methoxy-2-[[2-[(3-methyloxetan-3-yl)methylamino]-2-oxo-1-(3-pyridyl)ethyl]-[4-(pentafluoro-λ6-sulfanyl)phenyl]carbamoyl]pyrrolidine-1-carboxylate